N1(C=NC=2C1=C1C(=NC2)NC=C1)C12CC(C1)(C2)NS(=O)(=O)CCCOC N-(3-(imidazo[4,5-d]pyrrolo[2,3-b]pyridin-1(6H)-yl)bicyclo[1.1.1]pentan-1-yl)-3-methoxypropane-1-sulfonamide